(4'-((2-methoxyethoxy)methyl)-[1,1'-biphenyl]-4-yl)-2-methylpropanoic acid COCCOCC1=CC=C(C=C1)C1=CC=C(C=C1)C(C(=O)O)(C)C